O=C1NC(CCC1N1C(C2=CC=C(C=C2C1=O)N1C[C@H](CCC1)NCC1CCN(CC1)CCOC1=CC=C(C=C1)C(=C(CC)C1=CC=CC=C1)C1=CC=C(C=C1)O)=O)=O 2-(2,6-dioxopiperidin-3-yl)-5-((S)-3-(((1-(2-(4-(1-(4-hydroxyphenyl)-2-phenylbut-1-en-1-yl)phenoxy)ethyl)piperidin-4-yl)methyl)amino)piperidin-1-yl)isoindoline-1,3-dione